O1C(=NC=C1)C1=NC=C(C2=C1CNC2=O)NC2=NC=C(C=C2)N2CCNCC2 4-oxazol-2-yl-7-[(5-piperazin-1-yl-2-pyridyl)amino]-2,3-dihydropyrrolo[3,4-c]pyridin-1-one